CN1C=C(C(=C(C1=O)C)C)C1=CC=C(C=O)C=C1 4-(1,4,5-trimethyl-6-oxo-1,6-dihydropyridin-3-yl)benzaldehyde